FC1=CC=C(C=C1)NC(NC=1SC2=C(N1)CC[C@@H](C2)C(C(=O)[O-])(C)O)=O 2-((S)-2-(3-(4-fluorophenyl)ureido)-4,5,6,7-tetrahydrobenzo[d]thiazol-6-yl)-2-hydroxypropanoate